CN1CC2(CC1)CCCCC2 2-methyl-2-azaspiro[4.5]decane